CN1N=NN=C1SC1=C(C(=O)NC2=CC(=CC=C2)C(F)(F)F)C=C(C=C1)[N+](=O)[O-] 2-(1-methyl-1H-tetrazol-5-ylsulfanyl)-5-nitro-N-(3-trifluoromethyl-phenyl)-benzamide